C(CCCCCC)C(CCCCCCC)OC(C(CCCCCCN1[C@@H](C[C@@H](C1)O)C(=O)OCCCCCCC(C(=O)OC(CCCCCCCC)CCCCCCCC)(C)C)(C)C)=O [7,7-dimethyl-8-(1-octylnonoxy)-8-oxo-octyl] (2S,4S)-1-[8-(1-heptyloctoxy)-7,7-dimethyl-8-oxo-octyl]-4-hydroxy-pyrrolidine-2-carboxylate